S(=O)(=O)([O-])[O-].[Li+].[Li+] lithium monosulfate